C12CN(CC(CC1)N2)C2=NC(=NC1=C(C(=CC=C21)C2=CC(=NC1=CC=CC(=C21)Cl)N)F)OCC21CCCN1CCC2 4-(4-(3,8-diazabicyclo-[3.2.1]octan-3-yl)-8-fluoro-2-((tetrahydro-1H-pyrrolizin-7a(5H)-yl)methoxy)-quinazolin-7-yl)-5-chloro-quinolin-2-amine